C1(CC1)C1=NN(C=C1C1=NC(=C(C=C1)F)C)C1CC(C1)(O)CNC=1C=C2C(N(C(C2=CC1)=O)C1C(NC(CC1)=O)=O)=O 5-(((cis-3-(3-cyclopropyl-4-(5-fluoro-6-methylpyridin-2-yl)-1H-pyrazol-1-yl)-1-hydroxycyclobutyl)methyl)amino)-2-(2,6-dioxopiperidin-3-yl)isoindoline-1,3-dione